C=C[C@@H](CCCCC)O (R)-1-octen-3-ol